(R)-5-(2-(dimethylamino)ethoxy)-N-(1-(2-(1-(2-methoxyethyl)-1H-pyrazol-4-yl)quinolin-4-yl)ethyl)-2-methylbenzamide CN(CCOC=1C=CC(=C(C(=O)N[C@H](C)C2=CC(=NC3=CC=CC=C23)C=2C=NN(C2)CCOC)C1)C)C